2-methoxy-2-methyl-N-(methyldimethoxysilylhexyl)-1-aza-2-silacyclopentane CO[Si]1(N(CCC1)CCCCCC[Si](OC)(OC)C)C